CC(CCC(C)(C)C)[Si](OCC)(OCC)OCC 1,4,4-Trimethyl-pentyl-triethoxysilan